CN1C=NC2=NC=CC=C21 methyl-1H-imidazo[4,5-b]pyridine